1-(6-((4-(6-(aziridin-1-yl)-1H-indazol-4-yl)-1H-1,2,3-Triazol-1-yl)methyl)-1H-indol-2-yl)-N-(cyclobutylmethyl)methylamine N1(CC1)C1=CC(=C2C=NNC2=C1)C=1N=NN(C1)CC1=CC=C2C=C(NC2=C1)CNCC1CCC1